ClC1=CC(=C(C=C1)CCC(=O)N[C@H](C(=O)NC(C[C@H]1C(NCC1)=O)C(C(=O)NC1CC1)=O)CC(C)(C)C)OC(F)(F)F (2S)-2-(3-(4-chloro-2-(trifluoromethoxy)phenyl)propanamido)-N-(4-(cyclopropylamino)-3,4-dioxo-1-((S)-2-oxopyrrolidin-3-yl)butan-2-yl)-4,4-dimethylpentanamide